6-Chloro-3-[[(1R)-1-[3-methyl-2-(1-methylpyrazol-4-yl)-4-oxo-6-(trifluoromethyl)chromen-8-yl]ethyl]amino]-N-methylsulfonyl-pyridine-2-carboxamide ClC1=CC=C(C(=N1)C(=O)NS(=O)(=O)C)N[C@H](C)C=1C=C(C=C2C(C(=C(OC12)C=1C=NN(C1)C)C)=O)C(F)(F)F